ClC1=CC=2C3=C(C(=NC2C(=C1C=1C=C(C=CC1)C)F)SC)N=NN3C3C[C@H](N(CC3)C(=O)OC(C)(C)C)CC#N tert-butyl (2S)-4-(8-chloro-6-fluoro-4-(methylthio)-7-(m-tolyl)-1H-[1,2,3]triazolo[4,5-c]quinolin-1-yl)-2-(cyanomethyl)-piperidine-1-carboxylate